2-amino-N4-(2-aminoethoxy)-N8-phenyl-N4-propyl-3H-benzo[b]azepine-4,8-dicarboxamide NC=1CC(=CC2=C(N1)C=C(C=C2)C(=O)NC2=CC=CC=C2)C(=O)N(CCC)OCCN